BrC(=CC[C@H]1N(C(OC1)(C)C)C(=O)OC(C)(C)C)Br tert-butyl (4R)-4-(3,3-dibromoprop-2-en-1-yl)-2,2-dimethyl-1,3-oxazolidine-3-carboxylate